benzoic acid 7-[4-(4-benzo[b]thiophen-4-ylpiperazin-1-yl)butoxy]-2-oxo-2H-quinolin-1-ylmethyl ester S1C2=C(C=C1)C(=CC=C2)N2CCN(CC2)CCCCOC2=CC=C1C=CC(N(C1=C2)COC(C2=CC=CC=C2)=O)=O